((1R,4R,5S)-5-((5-cyclopropyl-3-(2,6-dichlorophenyl)isoxazol-4-yl)methoxy)-2-azabicyclo[2.2.1]heptane-2-yl)-4-fluorobenzo[d]thiazole-6-carboxylic acid methyl ester COC(=O)C1=CC2=C(N=C(S2)N2[C@H]3C[C@@H]([C@@H](C2)C3)OCC=3C(=NOC3C3CC3)C3=C(C=CC=C3Cl)Cl)C(=C1)F